C(#N)C=1C=C2CCCN(C2=C(C1)C1=C2C(=NC=C1)C=C(S2)CO)C2CN(CC2)C(=O)OC(C)(C)C tert-butyl 3-(6-cyano-8-(2-(hydroxymethyl)thieno[3,2-b]pyridin-7-yl)-3,4-dihydroquinolin-1(2H)-yl)pyrrolidine-1-carboxylate